ethyl 3-(benzofuran-7-yl)-1-(2-(dimethylamino)ethyl)-4-(trifluoromethyl)-1H-pyrazole-5-carboxylate O1C=CC2=C1C(=CC=C2)C2=NN(C(=C2C(F)(F)F)C(=O)OCC)CCN(C)C